(6-chloroimidazo[1,2-b]pyridazin-8-yl)morpholine ClC=1C=C(C=2N(N1)C=CN2)N2CCOCC2